C(#N)C=1N=C2N(C(=NC=C2C2=C(C=C(C=C2)OCCOC)C)N(C(OC(C)(C)C)=O)CC2=C(C=CC3=C2CCO3)F)C1 tert-butyl (2-cyano-8-(4-(2-methoxyethoxy)-2-methylphenyl)imidazo[1,2-c]pyrimidin-5-yl)((5-fluoro-2,3-dihydrobenzofuran-4-yl)methyl)carbamate